C(#C)C(C(=O)N)N ethynyl-aminoacetamide